N-(2,6-dioxopiperidin-3-yl)-4-(piperidin-4-yl)benzamide O=C1NC(CCC1NC(C1=CC=C(C=C1)C1CCNCC1)=O)=O